N1(CCOCC1)C(=O)C1=CC=C(C=C1)C=1C(NC2=CC=C(C=C2C1)C1=CC=C(C=C1)N1CCN(CC1)C(C)C)=O 3-[4-(morpholine-4-carbonyl)phenyl]-6-{4-[4-(propan-2-yl)piperazin-1-yl]phenyl}-1,2-dihydroquinolin-2-one